NC1=NC(=NC=C1OC)C=1C=C2C=CN(C(C2=CC1F)=O)CCCC1N(CC1)C=1C=NNC(C1C(F)(F)F)=O 6-(4-amino-5-methoxy-pyrimidin-2-yl)-7-fluoro-2-[3-[1-[6-oxo-5-(trifluoromethyl)-1H-pyridazin-4-yl]azetidin-2-yl]propyl]isoquinolin-1-one